O1CCC2=C1C(=CC=C2)C[C@@H]2N(CCCCC2)C2=NC(=CC(N2)=O)N2C[C@H](OCC2)C 2-((R)-2-((2,3-dihydrobenzofuran-7-yl)methyl)azepan-1-yl)-6-((R)-2-methylmorpholino)pyrimidin-4(3H)-one